1-Boc-4-(2-pyridinyl)-piperazine C(=O)(OC(C)(C)C)N1CCN(CC1)C1=NC=CC=C1